tert-butyl N-[(2S)-2-[bis(tert-butoxycarbonyl)amino]propanoyl]-N-[4-(hydroxymethyl)phenyl]carbamate C(C)(C)(C)OC(=O)N([C@H](C(=O)N(C(OC(C)(C)C)=O)C1=CC=C(C=C1)CO)C)C(=O)OC(C)(C)C